5-tertiary butyl-1,3-bis(1-methoxy-1-methyl-ethyl)benzene C(C)(C)(C)C=1C=C(C=C(C1)C(C)(C)OC)C(C)(OC)C